octadecyl 3-hydroxybenzoate OC=1C=C(C(=O)OCCCCCCCCCCCCCCCCCC)C=CC1